N1CCC2(CC1)C(C=1C(=NC=CC1)C2)N 5,7-dihydro-spiro[cyclopenta[b]pyridin-6,4'-piperidin]-5-amine